ClC=1C=C(C=C(C1)Cl)C=1N=C(C2=C(N1)CCC2)NCC2=CC=C(C=C2)C=2N(C=C(N2)C(F)(F)F)C 2-(3,5-dichlorophenyl)-N-(4-(1-methyl-4-(trifluoromethyl)-1H-imidazol-2-yl)benzyl)-6,7-dihydro-5H-cyclopenta[d]pyrimidin-4-amine